((R)-1-((R)-2-methyl-3-oxo-3-((3-(trifluoromethoxy)benzyl)amino)propionamido)-2-(p-tolyl)ethyl)boric acid C[C@@H](C(=O)N[C@@H](CC1=CC=C(C=C1)C)OB(O)O)C(NCC1=CC(=CC=C1)OC(F)(F)F)=O